2-(2,4-Diaminophenyl)-2-[4-[(E)-3-oxo-3-phenylprop-1-enyl]phenyl]octanedioic acid NC1=C(C=CC(=C1)N)C(C(=O)O)(CCCCCC(=O)O)C1=CC=C(C=C1)\C=C\C(C1=CC=CC=C1)=O